N1=CC(=CC2=NC=CC=C12)C(=O)OC methyl 1,5-naphthyridine-3-carboxylate